C(OC(F)F)([O-])=O difluoromethyl monocarbonate